CC1COC2(C(C1=O)C(=O)OCC)CCN(CC2)C(=O)OC(C)(C)C 9-(tert-butyl) 5-ethyl 3-methyl-4-oxo-1-oxa-9-azaspiro[5.5]undecane-5,9-dicarboxylate